FC(C)(C)C1=CC=C(C=N1)C(C)O 1-(6-(2-fluoropropan-2-yl)pyridin-3-yl)ethan-1-ol